C(#N)C(C)(C)C1=CC(=NC=C1)C(=O)NC1=C(C(=C(C(=C1)C=1C=NC2=CC(=NC=C2C1)NC)C)F)F 4-(2-cyanopropan-2-yl)-N-(2,3-difluoro-4-methyl-5-(7-(methylamino)-1,6-naphthyridin-3-yl)phenyl)picolinamide